(R)-6-chloro-7-(2-(((3-chloropyridin-2-yl)oxy)methyl)pyrrolidin-1-yl)-4-oxo-1-(1H-pyrazolo[3,4-b]pyridin-5-yl)-1,4-dihydroquinoline-3-carboxylic acid ClC=1C=C2C(C(=CN(C2=CC1N1[C@H](CCC1)COC1=NC=CC=C1Cl)C=1C=C2C(=NC1)NN=C2)C(=O)O)=O